[Co]=O.[S].[Fe] iron sulfur cobalt oxide